C(C)(C)(C)NC1=C(N=C2N1N=C(C(=N2)\C=C\C2=CC(=C(C(=C2)OC)OC)OC)C)C2=CC(=C(C(=C2)OC)OC)OC (E)-N-(tert-butyl)-2-methyl-6-(3,4,5-trimethoxyphenyl)-3-(3,4,5-trimethoxystyryl)imidazo[1,2-b][1,2,4]triazin-7-amine